FC(C(=O)O)(F)F.FC1(CCNCC1)CN1CCC(CC1)C1CCN(CC1)C1=CC2=C(N(C(N2C)=O)C2C(NC(CC2)=O)=O)C=C1 3-(5-(1'-((4-fluoropiperidin-4-yl)methyl)-[4,4'-bipiperidin]-1-yl)-3-methyl-2-oxo-2,3-dihydro-1H-benzo[d]imidazol-1-yl)piperidine-2,6-dione trifluoroacetate